C(CCCCCCC\C=C/CCCCCC)(=O)OCC(COC(CCCCN(C)C)=O)(COC(CCCCCCC\C=C/CCCC)=O)COC(CCCCCCC\C=C/CCCC)=O 3-((5-(dimethylamino)pentanoyl)oxy)-2,2-bis(((9Z)-tetradec-9-enoyloxy)methyl)propyl (9Z)-hexadec-9-enoate